1,2-diiodotoluene IC1(C)C(C=CC=C1)I